[NH4+].FC=1C=C(C(=O)[NH-])C=C(C1O)F 3,5-difluoro-4-hydroxybenzamide, ammonium salt